N1C(=CC=2C=NC=CC21)CNC(C)=O N-((1H-pyrrolo[3,2-c]pyridine-2-yl)methyl)acetamide